3,6,9,12-tetraoxatetradecane-1,14-diol C(COCCOCCOCCOCCO)O